C(#N)C1=CC(=C(OC2=C(C(=O)N)C(=C(C=N2)C2=CC=C(C=C2)C(F)F)C)C=C1)OC 2-(4-cyano-2-methoxyphenoxy)-5-(4-(difluoromethyl)phenyl)-4-methylnicotinamide